C1(CC1)C=1C2=C(N=CN1)N(C=C2)[C@H]2[C@@H]([C@@H]([C@](O2)(CO)F)O)O (2S,3S,4R,5R)-5-(4-cyclopropyl-7H-pyrrolo[2,3-d]pyrimidin-7-yl)-2-fluoro-2-(hydroxymethyl)tetrahydrofuran-3,4-diol